n-octadecyl-3-(4-hydroxyl-3,5-di-t-butylphenyl)-propionate C(CCCCCCCCCCCCCCCCC)OC(CCC1=CC(=C(C(=C1)C(C)(C)C)O)C(C)(C)C)=O